C1(=C(C=CC=C1)C1=C([Se]C2=C1C=CC=C2)C2=C(C=CC=C2)C2=NN=NC(=C2C2=C(C=CC=C2)C2=CC=CC=C2)C2=CC=CC=C2)C2=CC=CC=C2 [(biphenylyl)benzoselenophenyl][Phenyl(biphenylyl)triazinyl]benzene